S1C=CC=C1C(CCCCCCCCCC(=O)O)C(=O)O 5-thiophenedodecandioic acid